methyl (Z)-2-[5-(4-butyltriazol-2-yl)-2-methyl-phenoxy]-3-methoxy-prop-2-enoate C(CCC)C1=NN(N=C1)C=1C=CC(=C(O\C(\C(=O)OC)=C/OC)C1)C